Cl.Cl.NCC1=NC=C(C#N)C=C1 6-(aminomethyl)nicotinonitrile dihydrochloride